C1(CCCC1)C(=O)OCC Ethyl cyclopentane-1-carboxylate